(1S,2S)-2-((6-(4-((((R)-1-(2-Bromophenyl)ethoxy)carbonyl)amino)-3-methylisoxazol-5-yl)-2-methylpyridin-3-yl)carbamoyl)cyclohexan BrC1=C(C=CC=C1)[C@H](C)OC(=O)NC=1C(=NOC1C1=CC=C(C(=N1)C)NC(=O)C1CCCCC1)C